C1(CCCC1)C1=CN=C(S1)[C@H]1C([C@@H]1C1=CC=C(C=C1)S(=O)(=O)N)(C)C 4-[(1R,3R)-3-(5-cyclopentyl-1,3-thiazol-2-yl)-2,2-dimethylcyclopropyl]benzenesulfonamide